ClC1=CC(=C(C=C1)C1=NC(=CC=2N=C(N(C(C21)=O)C)C)N2C[C@@H](CCC2)C2=NC(=NO2)C)F 5-(4-chloro-2-fluorophenyl)-2,3-dimethyl-7-((3R)-3-(3-methyl-1,2,4-oxadiazol-5-yl)-1-piperidinyl)pyrido[4,3-d]pyrimidin-4(3H)-one